ClC1=C(C=2N=C(N=C(C2C=N1)N1CC2(CC(N2)=O)CCC1)OCC12CCCN2CCC1)F 6-(7-chloro-8-fluoro-2-((tetrahydro-1H-pyrrolizin-7a(5H)-yl)methoxy)pyrido[4,3-d]pyrimidin-4-yl)-1,6-diazaspiro[3.5]nonan-2-one